FC=1C=C(C=C(C1)F)[C@@H]1CC=NN1C(=O)C1C[C@@H]2[C@@H](CN(C2)C2=NC=CC(=N2)C#N)C1 2-((3aR,5s,6aS)-5-((S)-5-(3,5-difluorophenyl)-4,5-dihydro-1H-pyrazole-1-carbonyl)hexahydrocyclopenta[c]pyrrol-2(1H)-yl)pyrimidine-4-carbonitrile